O=C1NC(CCC1N1CC=2C=C(C=C(C2C1=O)C#N)OC(F)(F)F)=O 2-(2,6-dioxopiperidin-3-yl)-3-oxo-6-(trifluoromethoxy)isoindoline-4-carbonitrile